Ethyl 5-(4-((tert-butoxycarbonyl)amino)phenyl)thiophene-3-carboxylate C(C)(C)(C)OC(=O)NC1=CC=C(C=C1)C1=CC(=CS1)C(=O)OCC